FC1=C(C(=CC=C1)F)CS(=O)(=O)NC1=C(C(=C(C=C1F)C1=CC2=C(N=C(N=C2)N[C@@H]2CNC[C@H](C2)F)N(C1=O)CC)F)F 1-(2,6-difluorophenyl)-N-(4-(8-ethyl-2-(((3S,5S)-5-fluoropiperidin-3-yl)amino)-7-oxo-7,8-dihydropyrido[2,3-d]pyrimidin-6-yl)-2,3,6-trifluorophenyl)methanesulfonamide